S(=O)(=O)([O-])[O-].[Sr+2].C(C)(C)O[SiH](OC(C)C)OC(C)C tri(isopropoxy)silane strontium sulfate salt